tri(isodecyl) phosphite Tritridecyl-phosphite C(CCCCCCCCCCCC)OP(OCCCCCCCCCCCCC)OCCCCCCCCCCCCC.P(OCCCCCCCC(C)C)(OCCCCCCCC(C)C)OCCCCCCCC(C)C